[Cu+2].[NH4+] AMMONIUM COPPER SALT